2,2-difluorobenzo[1,3]dioxol FC1(OC2=C(O1)C=CC=C2)F